3-(4-((4-((adamantan-1-yl)amino)butyl)thio)-5-fluoro-1-oxoisoindolin-2-yl)piperidine-2,6-dione C12(CC3CC(CC(C1)C3)C2)NCCCCSC2=C3CN(C(C3=CC=C2F)=O)C2C(NC(CC2)=O)=O